C1(CCC1)N1C(C(N(CC1)CC12CC(C1)(C2)C2=NC=CC=C2)=O)=O 1-cyclobutyl-4-((3-(pyridin-2-yl)bicyclo[1.1.1]pentan-1-yl)methyl)piperazine-2,3-dione